5-(3-iodophenyl)pentanenitrile IC=1C=C(C=CC1)CCCCC#N